(+-)-(4Z)-2-[(2-amino-1-phenyl-ethyl)amino]-4-(1,3-benzothiazol-6-ylmethylene)-1H-imidazol-5-one dihydrochloride Cl.Cl.NC[C@@H](C1=CC=CC=C1)NC=1NC(/C(/N1)=C/C1=CC2=C(N=CS2)C=C1)=O |r|